C(C=C)N1[C@]([C@@H]([C@@H]1COC(C1=CC=CC=C1)(C1=CC=CC=C1)C1=CC=CC=C1)C1=CC=C(C=C1)Br)(C#N)CO |&1:5| (2R,3R,4R)- and (2R,3S,4R)-1-allyl-3-(4-bromophenyl)-2-(hydroxymethyl)-4-((trityloxy)methyl)azetidine-2-carbonitrile